C1(C=CC=C1)[Hf](C)(C)C1C=CC=C1 bis(cyclopentadienyl)dimethyl-hafnium